5-[4-amino-5-(trifluoromethyl)pyrrolo[2,1-f][1,2,4]triazin-7-yl]-N-[(3R,4S)-1-(3,3-difluoro-cyclopentanecarbonyl)-4-fluoropyrrolidin-3-yl]-2-methyl-pyridine-3-carboxamide NC1=NC=NN2C1=C(C=C2C=2C=C(C(=NC2)C)C(=O)N[C@@H]2CN(C[C@@H]2F)C(=O)C2CC(CC2)(F)F)C(F)(F)F